FC(C(=O)[O-])(C(C(C(C(C(C(C(C(=O)[O-])(F)F)(F)F)(F)F)(F)F)(F)F)(F)F)(F)F)F.[Li+].[Li+] lithium perfluorosebacate